N-(3-chlorophenyl)-9-(1-cyclobutyl-1,2,3,6-tetrahydropyridin-4-yl)-1-methyl-6,7-dihydro-5H-benzo[c][1,2,3]triazolo[1,5-a]azepin-7-amine 2,2,2-trifluoroacetate FC(C(=O)O)(F)F.ClC=1C=C(C=CC1)NC1C2=C(C=3N(CC1)N=NC3C)C=CC(=C2)C=2CCN(CC2)C2CCC2